bis(2-dicyclohexylphosphinoethyl)amine C1(CCCCC1)P(CCNCCP(C1CCCCC1)C1CCCCC1)C1CCCCC1